C(CCCCCCCCCCC)NC(CCCCCCCCCCC\C=C/CCCCCCCC)=O N-laurylerucic acid amide